(3S,10R,13S)-17-(4-fluoro-1H-imidazol-1-yl)-10,13-dimethyl-2,3,4,7,8,9,10,11,12,13,14,15-dodecahydro-1H-cyclopenta[a]phenanthren-3-yl acetate C(C)(=O)O[C@H]1CC[C@@]2(C3CC[C@@]4(C(=CCC4C3CC=C2C1)N1C=NC(=C1)F)C)C